N12C(CCC2C1)=O azabicyclo-[3.1.0]-hexane-2-one